menthyl 2-pyrrolidin-5-onecarboxylate N1C(CCC1=O)C(=O)OC1CC(CCC1C(C)C)C